BrCCOCCOC1=C(OC2=CC(=CC3=CC=CC=C23)C2=CC=C(C=C2)S(=O)(=O)C)C=CC=C1 4-(2-(2-(2-bromoethoxy)ethoxy)phenoxy)-2-(4-(methylsulfonyl)phenyl)naphthalene